ClC1=C(C(=NO)N)C(=CC=C1)N[C@H](C)C=1C=C(C=C2C(C(=C(OC12)C1=CC=CC=C1)C)=O)C 2-Chloro-6-[[(1R)-1-(3,6-dimethyl-4-oxo-2-phenyl-chromen-8-yl)ethyl]amino]-N'-hydroxy-benzamidine